N-[3-(hydroxymethyl)oxetan-3-yl]-2-methyl-5-[(4-methyl-1,3-thiazol-5-yl)methoxy]furo[2,3-c]pyridine-3-carboxamide OCC1(COC1)NC(=O)C1=C(OC2=CN=C(C=C21)OCC2=C(N=CS2)C)C